(R,E)-10-methyl-3-(5-methyl-2-(prop-1-en-1-yl)pyridin-4-yl)-9,10,11,12-tetrahydro-8H-[1,4]diazepino[5',6':4,5]thieno[3,2-f]quinolin C[C@H]1NCC2=C(C=3C=4C=CC(=NC4C=CC3S2)C2=CC(=NC=C2C)\C=C\C)NC1